CC1=C(C(=C(S1)C)C)C Tetramethylthiophene